tert-butyl (2-methyl-4-(2-(1-methyl-1H-pyrazol-4-yl)pyrazolo[1,5-a]pyrimidin-7-yl)benzyl)carbamate CC1=C(CNC(OC(C)(C)C)=O)C=CC(=C1)C1=CC=NC=2N1N=C(C2)C=2C=NN(C2)C